4-(1,5-dimethylpyrazol-4-yl)-1,2,3,4-tetrahydroisoquinoline, dihydrochloride Cl.Cl.CN1N=CC(=C1C)C1CNCC2=CC=CC=C12